C(#N)C=1C(=C(C(=NC1)C(=O)NC=1C=C2C(=NNC2=CC1)C=1OC=C(N1)C)C)C 5-cyano-3,4-dimethyl-N-(3-(4-methyloxazol-2-yl)-1H-indazol-5-yl)picolinamide